CN1N=CC(=C1CNC(=O)OCCC1=CC=CC=C1)C1=CC=C(C=N1)OC1CCCCC1 (1S,3S)-3-((6-(1-Methyl-5-(((phenethoxycarbonyl)amino)methyl)-1H-pyrazol-4-yl)pyridin-3-yl)oxy)-cyclohexan